C(C)(C)(C)OC(=O)N1CC(CCC1)(O)C N-t-Butoxycarbonyl-3-methyl-3-hydroxypiperidine